N1N=NN=C1C1=CC=C(C=C1)C1CN(CCC1(F)F)C(C(=O)NC=1SC(=CN1)OC1=CC(=CC=C1)F)C 2-(3-(4-(1H-tetrazol-5-yl)phenyl)-4,4-difluoropiperidin-1-yl)-N-(5-(3-fluorophenoxy)thiazol-2-yl)propanamide